vinylimidazoleiodidate C(=C)C=1N=C(NC1)C(=O)I